C(C)(C)N1C(=C(C2=C1N=CN=C2N)C2=CC=C(C=C2)OC2=CC=CC=C2)C#CC2CCN(CC2)C(C)C 7-isopropyl-6-((1-isopropylpiperidin-4-yl)ethynyl)-5-(4-phenoxyphenyl)-7H-pyrrolo[2,3-d]pyrimidin-4-amine